(R)-5-(azetidin-3-ylamino)-2-methyl-N-(1-(3-(thiophen-2-yl)phenyl)ethyl)benzamide N1CC(C1)NC=1C=CC(=C(C(=O)N[C@H](C)C2=CC(=CC=C2)C=2SC=CC2)C1)C